NC1=C(C(=O)NC(C)C)C=C(C=N1)C1=C(C=C(C=C1)[N+](=O)[O-])C 2-amino-N-isopropyl-5-(2-methyl-4-nitrophenyl)nicotinamide